C(C)(C)(C)OC(=O)N[C@@H](CCSCCC(C(F)(F)F)(C1=CC=C(C=C1)OC(F)(F)F)O)C(=O)[O-] (tert-butoxycarbonyl)-S-(4,4,4-trifluoro-3-hydroxy-3-(4-(trifluoromethoxy)phenyl)butyl)-Z-homocysteinate